2-bromo-N-(1-(3,5-difluorobenzyl)-1H-imidazol-4-yl)propanamide BrC(C(=O)NC=1N=CN(C1)CC1=CC(=CC(=C1)F)F)C